CC=1C2=C(NC(C1C#N)=O)CC(OC2)(C)C 4,7,7-Trimethyl-2-oxo-1,5,7,8-tetrahydro-2H-pyrano[4,3-b]pyridine-3-carbonitrile